1-(but-2-yn-1-ylsulfonyl)-N-((2-(6-((cis)-2,6-dimethylmorpholino)pyridin-2-yl)-1,6-naphthyridin-7-yl)methyl)indoline-6-carboxamide C(C#CC)S(=O)(=O)N1CCC2=CC=C(C=C12)C(=O)NCC1=NC=C2C=CC(=NC2=C1)C1=NC(=CC=C1)N1C[C@@H](O[C@@H](C1)C)C